manganese bis(dihydrogen phosphate) P(=O)(O)(O)[O-].P(=O)(O)(O)[O-].[Mn+2]